N-((S)-1-(3-(3-chloro-4-cyanophenyl)-1H-pyrazol-1-yl)-propan-2-yl)-3-(1-hydroxy-ethyl)-1H-pyrazole-5-carboxamide ClC=1C=C(C=CC1C#N)C1=NN(C=C1)C[C@H](C)NC(=O)C1=CC(=NN1)C(C)O